5-fluoro-3-(1-hexylpiperidin-4-yl)pyrrolo[3,2-b]pyridine FC1=CC=C2C(=N1)C(=CN2)C2CCN(CC2)CCCCCC